(R)-2-(5-(difluoromethoxy)-4-((6-oxo-5-(trifluoromethyl)-1,6-dihydropyridazin-4-yl)amino)pentyl)-7,8-difluoro-6-(5-(trifluoromethyl)pyridin-2-yl)isoquinolin-1(2H)-one FC(OC[C@@H](CCCN1C(C2=C(C(=C(C=C2C=C1)C1=NC=C(C=C1)C(F)(F)F)F)F)=O)NC=1C=NNC(C1C(F)(F)F)=O)F